CS(=O)(=O)C1=CC=C(C=C1)CC1CC2(CNC2)CC1 6-[(4-methylsulfonylphenyl)methyl]-2-azaspiro[3.4]octane